N(C1=CC=CC=C1)C=1S(C=CN1)=O 2-anilinothiazolone